C1(CC1)CN1N=C(C(=C1NC1=NC=NC(=C1)N1N=C(C(=C1C)[C@H](C)O)C)OC)C1=CC=C(C#N)C=C1 |r| (±)-4-{1-(cyclopropylmethyl)-5-[(6-{4-[(1S)-1-hydroxyethyl]-3,5-dimethyl-1H-pyrazol-1-yl}pyrimidin-4-yl)amino]-4-methoxy-1H-pyrazol-3-yl}benzonitrile